(R,E)-2-cyano-N-(1-(4-methoxyphenyl)ethyl)-3-(1H-pyrrolo[2,3-b]pyridin-3-yl)acrylamide C(#N)/C(/C(=O)N[C@H](C)C1=CC=C(C=C1)OC)=C\C1=CNC2=NC=CC=C21